6-methoxy-2-(6-n-propyl-2-pyridyl)-5-trifluoromethylpyrimidine COC1=C(C=NC(=N1)C1=NC(=CC=C1)CCC)C(F)(F)F